hydroxypropyl-formamide tert-butyl-2,7-dimethyl-3-(3,4,5-trifluorophenyl)-5,7-dihydro-4H-pyrazolo[3,4-c]pyridine-6-carboxylate C(C)(C)(C)OC(=O)N1C(C=2C(CC1)=C(N(N2)C)C2=CC(=C(C(=C2)F)F)F)C.OCCCNC=O